C1(=CC=CC=C1)CS Phenyl-methanethiol